6-(Cyclopropanecarboxamido)-N-(methyl-d3)-4-((1-methyl-4-oxo-5-(2,2,2-trifluoroethyl)-4,5-dihydro-1H-pyrrolo[3,2-e]pyridin-3-yl)amino)nicotinamide C1(CC1)C(=O)NC1=NC=C(C(=O)NC([2H])([2H])[2H])C(=C1)NC1=CN(C2=C1C(C(C=N2)CC(F)(F)F)=O)C